CN(C)CC1=NN=C(O1)CC(CCC1CCOCC1)=O 1-(5-((dimethylamino)methyl)-1,3,4-oxadiazol-2-yl)-4-(tetrahydro-2H-pyran-4-yl)butan-2-one